COC(C1CCN(CC1)C1=CC=C(C=C1)C1=CCCCC2=C1C=CC(=C2)OC)OC 4-(dimethoxymethyl)-1-[4-(2-methoxy-8,9-dihydro-7H-benzo[7]annulen-5-yl)phenyl]piperidine